C[C@@H]1NC2=CC=C3C(=C2CC1)N=C(N3CC(NCC3=CC=NO3)=O)CCN3N=CC=C3 (7S)-7-Methyl-3-({[(1,2-oxazol-5-yl)methyl]carbamoyl}methyl)-2-[2-(1H-pyrazol-1-yl)ethyl]-3H,6H,7H,8H,9H-imidazo[4,5-f]chinolin